OC=1C=C(C=CC1)/C=C/C(=O)C1=CC=C(C=C1)S(=O)(=O)N1CCCCC1 (E)-3-(3-Hydroxyphenyl)-1-(4-piperidin-1-ylsulfonylphenyl)prop-2-en-1-one